Sulfonyl-nicotinic acid S(=O)(=O)=C1C(C(=O)O)C=CC=N1